N-((1S)-1-cyclohexyl-2-((2-(4-isopropyl-2-oxoimidazolidin-1-yl)-2-(methylcarbamoyl)-2,3-dihydro-1H-inden-5-yl)amino)-2-oxoethyl)-4-methyl-1,2,5-oxadiazole-3-carboxamide C1(CCCCC1)[C@@H](C(=O)NC=1C=C2CC(CC2=CC1)(C(NC)=O)N1C(NC(C1)C(C)C)=O)NC(=O)C1=NON=C1C